ON[C@H](C(=O)O)CCC(=O)N[C@@H](CS)C(=O)NCC(=O)O Hydroxyglutathione